(2,4-difluorophenyl)methyl-10-(fluoromethyl)-6-hydroxy-13-methyl-5,8-dioxo-1,2,9-triazatricyclo[7.4.1.02,7]tetradeca-3,6,11-triene-4-carboxamide FC1=C(C=CC(=C1)F)CC=1N2N3C(C=CC(N(C(C2=C(C(C1C(=O)N)=O)O)=O)C3)CF)C